P(O)(O)(=S)O[C@H]1[C@H]([C@@H](O[C@@H]1CO)N1C=NC=2C(=O)NC(N)=NC12)OC 2'-O-methylguanosine-3'-phosphorothioate